ClC=1C(=C(C=CC1)N1C=NN(C1=O)CSC1=CC(=C(OCC(=O)O)C=C1)C)F 2-(4-(((4-(3-Chloro-2-fluorophenyl)-5-oxo-4,5-dihydro-1H-1,2,4-triazol-1-yl)methyl)thio)-2-methylphenoxy)acetic acid